ClC1=C2CCCC(C2=CC(=C1OCCCl)Cl)C1=CC2=C(NN=N2)C=C1 5-(5,7-dichloro-6-(2-chloroethoxy)-1,2,3,4-tetrahydronaphthalen-1-yl)-1H-benzo[d][1,2,3]triazole